S1C=CC2=C1CCCC2=O 6,7-dihydrobenzothiophen-4(5H)-one